tert-butyl 2-[2-amino-4-(trifluoromethyl)phenyl]hydrazine-1-carboxylate NC1=C(C=CC(=C1)C(F)(F)F)NNC(=O)OC(C)(C)C